8-bromo-1,2,5,6-tetrahydro-4H-pyrrolo[3,2,1-ij]quinolin-4-one BrC=1C=C2CCC(N3C2=C(C1)CC3)=O